(4-amino-6-((3-fluorophenyl)amino)pyridin-2-yl)(4-phenylpiperazin-1-yl)methanone NC1=CC(=NC(=C1)NC1=CC(=CC=C1)F)C(=O)N1CCN(CC1)C1=CC=CC=C1